21-[4-[5,6-bis(diethylamino)-2-pyridinyl]-1-piperazinyl]-16α-methylpregna-1,4,9(11)-trien-3,20-dione C(C)N(C=1C=CC(=NC1N(CC)CC)N1CCN(CC1)CC([C@H]1[C@@H](C[C@H]2[C@@H]3CCC4=CC(C=C[C@]4(C)C3=CC[C@]12C)=O)C)=O)CC